NCCOCC1CC(N(C1)C1=CC=C(C=C1)NC=1C=2N(C=CN1)C(=CN2)C2=CC=C(C=C2)OC(F)F)=O 4-(2-aminoethoxymethyl)-1-[4-[[3-[4-(difluoromethoxy)phenyl]imidazo[1,2-a]pyrazin-8-yl]amino]phenyl]pyrrolidin-2-one